4-(methylamino)benzoic acid CNC1=CC=C(C(=O)O)C=C1